C1(CC1)NC=1C=CCN(C1)C1=C(C=CC(=C1)C(N[C@@H]1[C@H](CCCC1)O)=O)C 5-(cyclopropylamino)-N-(5-{[(1S,2S)-2-hydroxycyclohexyl]carbamoyl}-2-methylphenyl)pyridine